(5-cyclopropyl-isoxazol-3-yl)-3-((7-(5-methyl-1,2,4-oxadiazol-3-yl)isoquinolin-1-yl)amino)acrylamide C1(CC1)C1=CC(=NO1)C(C(=O)N)=CNC1=NC=CC2=CC=C(C=C12)C1=NOC(=N1)C